(R)-tert-butyl 4-(5-(3-(3,4-dimethoxyphenyl)-1-hydroxypropyl)pyridin-3-ylamino)-4-oxobutanoate COC=1C=C(C=CC1OC)CC[C@@H](O)C=1C=C(C=NC1)NC(CCC(=O)OC(C)(C)C)=O